FC=1C=C(C(=C2C=C(NC12)S(=O)(=O)N1CCCC1)[C@H]1C[C@H](C1)C=O)C cis-3-(7-fluoro-5-methyl-2-(pyrrolidin-1-ylsulfonyl)-1H-indol-4-yl)cyclobutane-1-carbaldehyde